trans-(1r,4r)-4-amino-N-(4-(3,4-dichloro-phenyl)but-3-yn-2-yl)cyclohexane-1-carboxamide hydrochloride Cl.N[C@@H]1CC[C@H](CC1)C(=O)NC(C)C#CC1=CC(=C(C=C1)Cl)Cl